N-[(1S)-2-[4-(3,5-dimethyl-1H-pyrazol-4-yl)anilino]-1-[(1S,6R)-norcaran-7-yl]-2-oxo-ethyl]-2-methyl-pyrazole-3-carboxamide CC1=NNC(=C1C1=CC=C(NC([C@H](C2[C@@H]3CCCC[C@@H]32)NC(=O)C=3N(N=CC3)C)=O)C=C1)C